FC1=CC=C(C=C1)N\C(\C1=CC=CC=C1)=N\O (E)-N-(4-fluorophenyl)-N'-hydroxybenzimidamide